6-Chloro-7-methoxy-2-methyl-3-(4'-((trifluoromethyl)thio)-[1,1'-biphenyl]-4-yl)quinolin-4(1H)-one ClC=1C=C2C(C(=C(NC2=CC1OC)C)C1=CC=C(C=C1)C1=CC=C(C=C1)SC(F)(F)F)=O